5-cyano-1H-pyrrole C(#N)C1=CC=CN1